(2R,4R)-2,4-bis(diphenylphosphino)pentane bis(1,2,2,6,6-pentamethyl-4-piperidyl)n-butyl-3,5-di-tert-butyl-4-hydroxybenzylmalonate CN1C(CC(CC1(C)C)C(CCCC(C(=O)O)(C(=O)O)CC1=CC(=C(C(=C1)C(C)(C)C)O)C(C)(C)C)C1CC(N(C(C1)(C)C)C)(C)C)(C)C.C1(=CC=CC=C1)P([C@H](C)C[C@@H](C)P(C1=CC=CC=C1)C1=CC=CC=C1)C1=CC=CC=C1